1,3-bis((S)-1-(naphthalen-1-yl)ethyl)-1H-imidazol-3-ium tetrafluoroborate F[B-](F)(F)F.C1(=CC=CC2=CC=CC=C12)[C@H](C)N1C=[N+](C=C1)[C@@H](C)C1=CC=CC2=CC=CC=C12